(methylthio)((((1r,4r)-4-methoxycyclohexyl)methoxy))methanethione CSC(=S)OCC1CCC(CC1)OC